C(C)(C)N(C(C)C)[Si](F)(N(C(C)C)C(C)C)N(C(C)C)C(C)C tris-diisopropylamino-fluoro-silane